C(C1=CC=CC=C1)N1C=2C=CC(=CC2C=2C=C3C(=C(C12)C)C=CN=C3)OC 6-benzyl-9-methoxy-5-methyl-pyrido[4,3-b]carbazole